6-(7,8-dimethyl-3-(trifluoromethyl)-[1,2,4]triazolo[4,3-b]pyridazin-6-yl)-3-(trifluoromethyl)-5,6,7,8-tetrahydro-1,6-naphthyridine CC1=C(C=2N(N=C1N1CC=3C=C(C=NC3CC1)C(F)(F)F)C(=NN2)C(F)(F)F)C